3-Bromo-1,2-propandiol BrCC(CO)O